2-oxo-5-amino-valeric acid O=C(C(=O)O)CCCN